OC=1C=C2CC[C@@H]([C@@H](C2=CC1)C1=CC=C(C=C1)N1CCC(CC1)C=O)C1=CC=CC=C1 1-[4-[(1R,2S)-6-hydroxy-2-phenyl-tetralin-1-yl]phenyl]piperidine-4-carbaldehyde